NC1=NC=CC(=C1)C=1SC(=C(N1)OCC1CC1)C(=O)NC 2-(2-aminopyridin-4-yl)-4-(cyclopropylmethoxy)-N-methylthiazole-5-formamide